FC1=C(N=CC2=C1N=C(N=C2N2C[C@H]1CC[C@@H](C2)N1C(=O)OC(C)(C)C)OCC12CCCN2CCC1)C1=C(C=CC=C1)C(F)(F)F Tert-butyl (1R,5S)-3-(8-fluoro-2-((tetrahydro-1H-pyrrolizin-7a(5H)-yl)methoxy)-7-(2-(trifluoromethyl)phenyl)pyrido[4,3-d]pyrimidin-4-yl)-3,8-diazabicyclo[3.2.1]octane-8-carboxylate